N1C=2C(CCC1)CSSC2 hexahydro-[1,2]dithiino[4,5-b]pyridine